[Bi].[Pb].[As] arsenic lead bismuth